NCC1=CC(=CC(=N1)CN)OCC1=CC=CC=C1 1-[6-(aminomethyl)-4-(benzyloxy)pyridin-2-yl]methylamine